N,N'-bis(3-bromophenyl)thiourea BrC=1C=C(C=CC1)NC(=S)NC1=CC(=CC=C1)Br